C(C=1C(C(=O)O)=CC=CC1)(=O)OCCCC.C=C ethylene butyl phthalate